2-(2-((7-(3-(aminomethyl)phenyl)-3-fluorobenzofuran-5-yl)methoxy)-4-methylphenyl)acetic acid NCC=1C=C(C=CC1)C1=CC(=CC=2C(=COC21)F)COC2=C(C=CC(=C2)C)CC(=O)O